C(=O)NNC(=O)C=1C(=C2C(=NC1)N(C=C2)COCC[Si](C)(C)C)N[C@H]2CN(CCC2)C(=O)OC(C)(C)C tert-butyl (R)-3-((5-(2-formylhydrazine-1-carbonyl)-1-((2-(trimethylsilyl)ethoxy)methyl)-1H-pyrrolo[2,3-b]pyridin-4-yl)amino)piperidine-1-carboxylate